COCCNC1=CC(=NC=N1)OC1CN(CC1)CC(=O)N 2-(3-((6-((2-methoxyethyl)amino)pyrimidin-4-yl)oxy)pyrrolidin-1-yl)acetamide